rac-(cis)-N-(5-((3-fluorophenoxy)methyl)-2-methoxyphenyl)-3-methyl-5-oxopyrrolidine-2-carboxamide FC=1C=C(OCC=2C=CC(=C(C2)NC(=O)[C@@H]2NC(C[C@@H]2C)=O)OC)C=CC1